2-(3-methylbutanoyl)-5,5-dimethyl-1,3-cyclohexanedione CC(CC(=O)C1C(CC(CC1=O)(C)C)=O)C